2-(2-fluoro-5-methoxy-4-nitrophenyl)-6-methyl-2,6-diazaspiro[3.3]heptane FC1=C(C=C(C(=C1)[N+](=O)[O-])OC)N1CC2(C1)CN(C2)C